methyl (S)-(7-((1-hydroxy-hexan-3-yl)amino)-3-iodo-1-((3-methoxy-6-(2-((methoxycarbonyl)amino)propan-2-yl)pyridin-2-yl)methyl)-1H-pyrazolo[4,3-d]pyrimidin-5-yl)carbamate OCC[C@H](CCC)NC=1C2=C(N=C(N1)NC(OC)=O)C(=NN2CC2=NC(=CC=C2OC)C(C)(C)NC(=O)OC)I